chloro-1-isopropyl-1H-pyrrolo[3,2-b]pyridine ClC1=CC2=NC=CC=C2N1C(C)C